C(C)NOCC1=CC=C(C=C1)OC N-ethyl-O-(4-methoxybenzyl)hydroxylamine